N-[4-chloro-2-(3-pyridyl)thiazol-5-yl]-N,2-dimethyl-3-methylsulfanylpropionamide ClC=1N=C(SC1N(C(C(CSC)C)=O)C)C=1C=NC=CC1